CNC=1N=CC2=C(N1)NC=C2C2=CC=1N(C=C2)N=CC1C(=O)N1CCCCC1 (5-(2-(methylamino)-7H-pyrrolo[2,3-d]pyrimidin-5-yl)pyrazolo[1,5-a]pyridin-3-yl)(piperidin-1-yl)methanone